methyl 2-[4-[1-(2,6-dioxo-3-piperidyl)-3-methyl-2-oxo-benzimidazol-5-yl]cyclohex-3-en-1-yl]acetate O=C1NC(CCC1N1C(N(C2=C1C=CC(=C2)C2=CCC(CC2)CC(=O)OC)C)=O)=O